rac-methyl (4bS,5R,6R,7S,7aR)-4b,5-dihydroxy-4-methoxy-7-phenyl-7a-(p-tolyl)-4b,6,7,7a-tetrahydro-5H-cyclopenta[4,5]furo[2,3-c]pyridine-6-carboxylate O[C@@]12[C@@](OC=3C=NC=C(C31)OC)([C@@H]([C@H]([C@H]2O)C(=O)OC)C2=CC=CC=C2)C2=CC=C(C=C2)C |r|